5-(4-fluorophenyl)-4-oxo-1-(1H-pyrazol-3-yl)pyridine-3-carboxamide methyl-(E)-4-[6-[2,4-difluoro-N-[(4-methoxyphenyl)methyl]anilino]pyrazin-2-yl]-4-ethyl-hex-2-enoate COC(\C=C\C(CC)(CC)C1=NC(=CN=C1)N(C1=C(C=C(C=C1)F)F)CC1=CC=C(C=C1)OC)=O.FC1=CC=C(C=C1)C=1C(C(=CN(C1)C1=NNC=C1)C(=O)N)=O